2-OXO-PYRROLIDINE-3-CARBOXYLIC ACID O=C1NCCC1C(=O)O